ethyl 2-(6-bromo-4-ethyl-1-oxo-phthalazin-2-yl)acetate BrC=1C=C2C(=NN(C(C2=CC1)=O)CC(=O)OCC)CC